tert-butyl 3-bromo-5-iodoindole-1-carboxylate BrC1=CN(C2=CC=C(C=C12)I)C(=O)OC(C)(C)C